5-(3-Cyclopropylpyrazolo[1,5-a]pyrimidin-5-yl)-N-(2-fluoro-2-methylpropyl)-7H-pyrrolo[2,3-d]pyrimidin-2-amine C1(CC1)C=1C=NN2C1N=C(C=C2)C2=CNC=1N=C(N=CC12)NCC(C)(C)F